ClC=1C=NC=C(C1[C@@H](C)OC=1C=C2C(=NN(C2=CC1)C1OCCCC1)C1=NC=C(N=C1)N1CC2(C1)CN(C2)S(=O)(=O)C)Cl 5-((R)-1-(3,5-Dichloropyridin-4-yl)ethoxy)-3-(5-(6-(methylsulfonyl)-2,6-diazaspiro[3.3]heptan-2-yl)pyrazin-2-yl)-1-(tetrahydro-2H-pyran-2-yl)-1H-indazole